4-CHLORO-2-OXO-2H-CHROMENE-3-CARBALDEHYDE ClC1=C(C(OC2=CC=CC=C12)=O)C=O